(R)-N-(2-(4-Cyanothiazolidin-3-yl)-2-oxoethyl)-6-methylquinoline-4-carboxamide C(#N)[C@H]1N(CSC1)C(CNC(=O)C1=CC=NC2=CC=C(C=C12)C)=O